2-(6-{5-chloro-2-[(oxacyclohex-4-yl)amino]pyrimidin-4-yl}-1-oxo-2,3-dihydro-1H-isoindol-2-yl)-N-[(quinoxalin-6-yl)methyl]acetamide ClC=1C(=NC(=NC1)NC1CCOCC1)C1=CC=C2CN(C(C2=C1)=O)CC(=O)NCC=1C=C2N=CC=NC2=CC1